N1(CCNCC1)CC1CCC2(CCN(CC2)C=O)CC1 9-(piperazin-1-ylmethyl)-3-azaspiro[5.5]undecane-3-carboxaldehyde